N[C@H](C(=O)NC)CC1=C(C=CC=C1)C1=C(C=C(C=C1)OC)C(F)(F)F (S)-2-amino-3-(4'-methoxy-2'-(trifluoromethyl)-[1,1'-biphenyl]-2-yl)-N-methylpropanamide